(1R,2S,5S)-3-(2-(3-acetyl-5-methyl-1H-thieno[3,2-c]pyrazol-1-yl)acetyl)-N-(6-bromo-3-cyclopropylpyridin-2-yl)-3-azabicyclo[3.1.0]hexane-2-carboxamide C(C)(=O)C=1C2=C(N(N1)CC(=O)N1[C@@H]([C@@H]3C[C@@H]3C1)C(=O)NC1=NC(=CC=C1C1CC1)Br)C=C(S2)C